6-bromo-3,4-dihydro-1H-benzo[c][1,2]thiazine 2,2-dioxide BrC1=CC2=C(NS(CC2)(=O)=O)C=C1